3-[(2,4-dimethylthiazol-5-yl)methyl]-6-[(1-methylcyclopropyl)sulfamoyl]-2-oxo-benzimidazole-1-carboxylic acid ethyl ester C(C)OC(=O)N1C(N(C2=C1C=C(C=C2)S(NC2(CC2)C)(=O)=O)CC2=C(N=C(S2)C)C)=O